4E-decadienol C(=C\C=C\CCCCCC)O